C1(CC1)NC(=O)C1=NC=2C(=NC(=CC2N2CCOCC2)N2N=C(C=C2)C=2C=C(C=CC2)C)N1C N-cyclopropyl-3-methyl-7-morpholino-5-(3-(m-tolyl)-1H-pyrazol-1-yl)-3H-imidazo[4,5-b]pyridine-2-carboxamide